C(CCC\C=C/C\C=C/C\C=C/C\C=C/CCCCC)C(O)(C[N+](C)(C)C)CC([O-])=O arachidonyl-carnitine